(7R,14S)-12-(2-(1-aminocyclopropyl)pyrimidin-5-yl)-1-(difluoromethoxy)-6-methyl-6,7-dihydro-7,14-methanobenzo[c]pyrimido[1',2':1,5]pyrazolo[4,3-f]azocin-5(14H)-one NC1(CC1)C1=NC=C(C=N1)C1=NC=2N(N=C3C2[C@H]2C4=C(C(N([C@@H]3C2)C)=O)C=CC=C4OC(F)F)C=C1